NC1=C2C([C@]3([C@](OC4=C3C=CC(=C4)[C@H](C)C4CC4)(C2=CC=C1)O)NC(CN1CCC1)=O)=O N-((4bR,9bR)-1-amino-7-((R)-1-cyclopropylethyl)-4b-hydroxy-10-oxo-4b,10-dihydro-9bH-indeno[1,2-b]benzofuran-9b-yl)-2-(azetidin-1-yl)acetamide